uridine 5'-monophosphate tris-methylaminomethane salt CNC(NC)NC.P(=O)(O)(O)OC[C@@H]1[C@H]([C@H]([C@@H](O1)N1C(=O)NC(=O)C=C1)O)O